Cl.NCC1=C(C(=CC(=C1)C1=NC=CC=C1)Cl)SC1=NC=CC=C1CO (2-{[2-(aminomethyl)-6-chloro-4-(pyridin-2-yl)phenyl]sulfanyl}pyridin-3-yl)methanol HCl salt